N[C@@H](CCCC)C(=O)O (S)-5-amino-5-carboxypentan